methyl (2-((5-nitrothiazol-2-yl)carbamoyl)phenyl)carbamate [N+](=O)([O-])C1=CN=C(S1)NC(=O)C1=C(C=CC=C1)NC(OC)=O